4-pyrazolyl-3-trifluoromethylbenzonitrile N1N=C(C=C1)C1=C(C=C(C#N)C=C1)C(F)(F)F